BrC1=C(C=C(C(=O)N2C[C@](S(CC2)(=O)=O)(C(=O)O)F)C=C1)Cl (S)-4-(4-bromo-3-chlorobenzoyl)-2-fluorothiomorpholine-2-carboxylic acid 1,1-dioxide